COC(C[C@@H]1[C@@H](C(CC1)=O)CCCCC)=O 2-[(1r,2s)-3-oxo-2-pentylcyclopentyl]acetic acid methyl ester